NC=1N=NC(=CC1N1CCC(CC1)O)Cl 1-(3-amino-6-chloropyridazin-4-yl)piperidin-4-ol